{1-[6-chloro-3-(3,5-difluoro-phenyl)-quinolin-4-yl]-3-fluoro-piperidin-4-yl}-carbamic acid tert-butyl ester C(C)(C)(C)OC(NC1C(CN(CC1)C1=C(C=NC2=CC=C(C=C12)Cl)C1=CC(=CC(=C1)F)F)F)=O